FC1(CCC(CC1)N1CCC(CC1)S(=O)(=O)N(C1=CC=CC=C1)CC=1N=C2N(C=CC(=C2)C=2OC(=NN2)C(F)F)C1)F 1-(4,4-Difluorocyclohexyl)-N-((7-(5-(Difluoromethyl)-1,3,4-Oxadiazol-2-Yl)Imidazo[1,2-a]Pyridin-2-Yl)Methyl)-N-Phenylpiperidine-4-Sulfonamide